N[C@@H]1[C@H](CCCC1(F)F)N1CCC2(CCCN2C(=O)OC(C)(C)C)CC1 tert-butyl 8-[(1S,2R)-2-amino-3,3-difluorocyclohexyl]-1,8-diazaspiro[4.5]decane-1-carboxylate